C(CCCCCCC)OC(CCC(=O)OCCCCCCN(CCCCCCCC(=O)OCCCC\C=C/CC)CCO)OCCCCCCCC (Z)-oct-5-en-1-yl 8-((6-((4,4-bis(octyloxy)butanoyl)oxy)hexyl)(2-hydroxyethyl)amino)octanoate